NC1=C2C(=NC=N1)N(N=C2C2=C(C=C(C=C2)OC2=CC=CC=C2)F)[C@H]2CN(CCC2)C(=O)C(C#N)=CC(C)(N2CCN(CC2)C2COC2)C 2-[(3R)-3-[4-amino-3-(2-fluoro-4-phenoxy-phenyl)pyrazolo[3,4-d]pyrimidin-1-yl]piperidine-1-carbonyl]-4-methyl-4-[4-(oxetan-3-yl)piperazin-1-yl]pent-2-enenitrile